2-[3-(2-methyl-2,9-diazaspiro[5.5]undec-9-yl)-1,2,4-triazin-6-yl]-5-(1H-pyrazol-4-yl)phenol CN1CC2(CCC1)CCN(CC2)C=2N=NC(=CN2)C2=C(C=C(C=C2)C=2C=NNC2)O